FC(C(=O)O)(F)F.COC(=O)N1CC(CC1)C(=O)O 1-(methoxycarbonyl)pyrrolidine-3-carboxylic acid, trifluoroacetate salt